6-((exo-8-Azabicyclo[3.2.1]octan-3-yl)oxy)-N-(2-fluoro-3-methyl-4-((1-methyl-1H-benzo[d]imidazol-5-yl)oxy)phenyl)pyrido[3,4-d]pyrimidin-4-amine C12CC(CC(CC1)N2)OC2=CC1=C(N=CN=C1NC1=C(C(=C(C=C1)OC1=CC3=C(N(C=N3)C)C=C1)C)F)C=N2